1-ethyl-N'-formyl-6-(3-((o-tolyloxy)methyl)piperidin-1-yl)-1H-imidazo[4,5-b]Pyrazine-2-hydrazide C(C)N1C(=NC=2C1=NC(=CN2)N2CC(CCC2)COC2=C(C=CC=C2)C)C(=O)NNC=O